6-chloro-N-methylpyridazine-3-carboxamide formate C(=O)O.ClC1=CC=C(N=N1)C(=O)NC